NC1=CC=C(OC2=CC=C(C=C2)OC2=CC=C(C=C2)OC2=CC=C(C=C2)N)C=C1 bis{4-(4-aminophenoxy) phenyl} ether